COCCCC1=C(N=CS1)C(=O)O 5-(3-methoxypropyl)-1,3-thiazole-4-carboxylic acid